1-isopropyl-N-((6-methyl-4-(methylthio)-2-oxo-1,2-dihydropyridin-3-yl)methyl)-1H-indazole-4-carboxamide C(C)(C)N1N=CC=2C(=CC=CC12)C(=O)NCC=1C(NC(=CC1SC)C)=O